C(C1=CC=CC=C1)SC1=CC(=C(C=C1)NC1=NC=C(C(=N1)N1C[C@H](CCC1)C(F)F)C(F)(F)F)C N-(4-benzylsulfanyl-2-methyl-phenyl)-4-[(3S)-3-(difluoromethyl)-1-piperidyl]-5-(trifluoromethyl)pyrimidin-2-amine